C1(CC1)C1=CSC=C1 3-cyclopropylthiophen